5-(3-methylmorpholine-4-carbonyl-pyridine-2-ylamino)pyridin-2(1H)-one CC1N(CCOC1)C(=O)N(C=1C=CC(NC1)=O)C1=NC=CC=C1